(E)-N,N-dihydroxy-2-[1-methyl-5-(trifluoromethyl)pyrazol-4-yl]ethenamine ON(\C=C\C=1C=NN(C1C(F)(F)F)C)O